[Ru](=O)=O Ruthenium(IV)-Oxid